tert-butyl 4-(5-(4,4,5,5-tetramethyl-1,3,2-dioxaborolan-2-yl)thiazol-2-yl)piperidine-1-carboxylate CC1(OB(OC1(C)C)C1=CN=C(S1)C1CCN(CC1)C(=O)OC(C)(C)C)C